4-(N-methyl-N-(3-(N-isopropyl-L-leucylamino)-4-methoxyphenyl)-amino)coumarin CN(C1=CC(=C(C=C1)OC)NC([C@@H](NC(C)C)CC(C)C)=O)C1=CC(OC2=CC=CC=C12)=O